(E)-Geranylcitronellol C(\C=C(/C)\CCC=C(C)C)C\C(\C)=C\CCC(C)CCO